NC=1C=2N(C3=CC(=C(C=C3N1)F)C(=O)N(CC1=NC=C(C=C1)C(F)(F)F)CC1CC1)C=NC2 4-amino-N-(cyclopropylmethyl)-7-fluoro-N-((5-(trifluoromethyl)pyridin-2-yl)methyl)imidazo[1,5-a]quinoxaline-8-carboxamide